C(C)(C)(C)OC(=O)N1CCC(CC1)OS(=O)(=O)C 4-((methanesulfonyl)oxy)piperidine-1-carboxylic acid tert-butyl ester